Myristyl-dimethyl-amine C(CCCCCCCCCCCCC)N(C)C